O(C1=CC=CC=C1)CCN(CCC(C(=O)O)NC(CC1=NC=CC=C1)=O)CCCCC1=NC=2NCCCC2C=C1 4-[2-phenoxyethyl-[4-(5,6,7,8-tetrahydro-1,8-naphthyridin-2-yl)butyl]amino]-2-[[2-(2-pyridyl)acetyl]amino]butanoic acid